FC=1C=C(C=NC1)NC(OC[C@@H]1OC2=C(C1)C1=C(N=C(S1)C1=C3N=CC(=NC3=CC(=C1)C)OC)C=C2F)=O (R)-(5-fluoro-2-(2-methoxy-7-methylquinoxalin-5-yl)-7,8-dihydrobenzofuro[5,4-d]thiazol-7-yl)methyl (5-fluoropyridin-3-yl)carbamate